C(#N)C[C@@H]1N(CCNC1)C(=O)OC(C)(C)C tert-butyl (S)-2-cyanomethylpiperazine-1-carboxylate